(S,E)-2-Cyclopropyl-2-((6-oxo-5-(trifluoromethyl)-1,6-dihydropyridazin-4-yl)amino)acetaldehyde-O-(2-oxo-2-(4-(5-(trifluoromethyl)pyrimidin-2-yl)piperazin-1-yl)ethyl)oxime O=C(CO\N=C\[C@@H](NC=1C=NNC(C1C(F)(F)F)=O)C1CC1)N1CCN(CC1)C1=NC=C(C=N1)C(F)(F)F